N-((R)-3,3-difluoro-1-(methyl-d3)piperidin-4-yl)-6-fluoro-5-(1-((R)-2-fluoropropyl)-1H-benzo[d][1,2,3]triazol-6-yl)-4-methoxypyrrolo[2,1-f][1,2,4]triazin-2-amine FC1(CN(CC[C@H]1NC1=NN2C(C(=N1)OC)=C(C(=C2)F)C=2C=CC1=C(N(N=N1)C[C@@H](C)F)C2)C([2H])([2H])[2H])F